COC1=C(CN(C=2OC3=C(C=NC=C3C3CC(OCC3)C(=O)OCC)N2)CC2=C(C=C(C=C2)OC)OC)C=CC(=C1)OC ethyl 4-(2-(bis(2,4-dimethoxybenzyl)amino)oxazolo[4,5-c]pyridin-7-yl)tetrahydro-2H-pyran-2-carboxylate